O=C1N(CCCC1)C1=NC(=NC=C1)N1CCC(CC1)C(=O)O 1-[4-(2-oxo-1-piperidyl)pyrimidin-2-yl]piperidine-4-carboxylic acid